F[C@H](CNC(=O)C=1C=NC=2N(C1NC(C)C)N=C(C2)C2=C(C=NC=C2)F)C(C)(C)O (R)-N-(2-fluoro-3-hydroxy-3-methylbutyl)-2-(3-fluoropyridin-4-yl)-7-(isopropylamino)pyrazolo[1,5-a]pyrimidine-6-carboxamide